[2,2'-thiobis(4-tert-octylphenol)] nickel [Ni].S(C1=C(C=CC(=C1)C(C)(C)CC(C)(C)C)O)C1=C(C=CC(=C1)C(C)(C)CC(C)(C)C)O